[Ag].[Yb] Ytterbium silver